C(CCCC)OCC(C)=O 1-(pentyloxy)-2-propanone